C[C@@H]1CCC2C(C3C(=C(CC12C3)C(C)=O)C)(C)C (R)-2,3,4,7,8,8a-hexahydro-3,6,8,8-tetramethyl-5-acetyl-1H-3a,7-methanoazulene